Tert-butyl ((1S,2R,5S)-8-(benzyloxy)-2,5-dimethyl-7,9-dioxo-2,5,7,9-tetrahydro-1,6-methanopyrido[1,2-b][1,2,5]triazonine-10-carbonyl)(2,4,6-trifluorobenzyl)carbamate C(C1=CC=CC=C1)OC=1C(C(=CN2N3[C@@H](C=C[C@@H](N(C(C21)=O)C3)C)C)C(=O)N(C(OC(C)(C)C)=O)CC3=C(C=C(C=C3F)F)F)=O